NC=1C=C(C(=O)NC=2C=C(C=CC2O)C(C)(C)C2=CC(=C(C=C2)O)NC(C2=CC(=CC=C2)N)=O)C=CC1 bis[N-(3-aminobenzoyl)-3-amino-4-hydroxyphenyl]propane